F[C@H]1COCC[C@H]1N1CC2=C(N=CN=C2)C2(C1=O)CN(C2)C 6'-((3R,4R)-3-fluorotetrahydro-2H-pyran-4-yl)-1-methyl-5',6'-dihydro-7'H-spiro[azetidine-3,8'-pyrido[4,3-d]pyrimidin]-7'-one